N1=NC=C2C1=CC1=CC=NC=C1C2 1,2,6-triaza-cyclopenta[b]naphthalene